(4-chloro-3-nitrophenyl)-N-methyl-methylamine hydrochloride Cl.ClC1=C(C=C(C=C1)N(C)C)[N+](=O)[O-]